FC1=C(C(=O)O)C=C(C=C1)CC1=NNC(C2=CC=CC=C12)=C=O 2-fluoro-5-((4-carbonyl-3,4-dihydrophthalazin-1-yl)methyl)benzoic acid